praseodymium-dysprosium aluminum [Al].[Dy].[Pr]